FC1=C(COC2=C(C(N(C(=C2)C)C2=C(C=C(C(=O)NC)C=C2)C)=O)Cl)C=CC(=C1)F 4-(4-(2,4-difluorobenzyloxy)-3-chloro-6-methyl-2-oxopyridin-1(2H)-yl)-N,3-dimethylbenzamide